CC(=NO)C1=CC=C(C=C1)I 4-iodoacetophenone oxime